OC=1C(=CC2=CC=CC=C2C1)C(=O)NC1=C(C=CC=C1)OC 3-hydroxy-N-(2-methoxyphenyl)-2-naphthylcarboxamide